6-(3,5-dimethoxyphenyl)-N-(4-(4-ethylpiperazin-1-yl)phenyl)-[1,2,4]triazolo[4',3':1,6]pyrido[2,3-d]pyrimidin-2-amine COC=1C=C(C=C(C1)OC)C1=CC2=C(N=C(N=C2)NC2=CC=C(C=C2)N2CCN(CC2)CC)N2C1=NN=C2